C(C)(C)(C)OC(=O)N1C[C@@H]([C@H](CC1)OCC#CC1=CC=2N(C=C1)C(=CN2)N2C(NC(CC2)=O)=O)C (3S,4S)-4-[3-[3-(2,4-Dioxohexahydropyrimidin-1-yl)imidazo[1,2-a]Pyridin-7-yl]Prop-2-ynyloxy]-3-methyl-piperidine-1-carboxylic acid tert-butyl ester